2-(DIMETHYLAMINO)-5-PYRIDINYL-BORONIC ACID HYDROCHLORIDE Cl.CN(C1=NC=C(C=C1)B(O)O)C